1-benzyl-3,3-difluoro-N-methyl-piperidin-4-amine C(C1=CC=CC=C1)N1CC(C(CC1)NC)(F)F